N-((1R,2S)-2-fluorocyclopropyl)-6-(4-formylindolin-1-yl)-8-(methylamino)imidazo[1,2-b]pyridazine-3-carboxamide F[C@@H]1[C@@H](C1)NC(=O)C1=CN=C2N1N=C(C=C2NC)N2CCC1=C(C=CC=C21)C=O